COCOC1=C(C=CC=C1)C1=CC=C(N=N1)N 6-[2-(methoxymethoxy)phenyl]Pyridazin-3-amine